N-methyl-1-(1-phenethyl-1H-pyrazol-5-yl)methanamine CNCC1=CC=NN1CCC1=CC=CC=C1